C(C(C)(C)C)OC(C(C(C(=O)OCC(C)(C)C)C)CCC(F)(F)F)=O dineopentyl-2-(3,3,3-trifluoropropyl)-3-methylsuccinate